(2S)-2-(((4-Nitrophenoxy)(phenoxy)phosphoryl)amino)propanoic acid cyclobutyl ester C1(CCC1)OC([C@H](C)NP(=O)(OC1=CC=CC=C1)OC1=CC=C(C=C1)[N+](=O)[O-])=O